3-amino-4-(5-bromo-2-nitrophenyl)butyric acid methyl ester COC(CC(CC1=C(C=CC(=C1)Br)[N+](=O)[O-])N)=O